D-alpha-aminobutyric acid N[C@@H](C(=O)O)CC